N,N,N',N'-tetraethyl-silanediamine C(C)N([SiH2]N(CC)CC)CC